4-(6,8-Difluoro-2-(((2R,7aS)-2-fluorotetrahydro-1H-pyrrolizin-7a(5H)-yl)methoxy)-4-(1,4-oxazepan-4-yl)quinazolin-7-yl)-5-ethyl-6-fluoronaphthalen-2-ol FC=1C=C2C(=NC(=NC2=C(C1C1=CC(=CC2=CC=C(C(=C12)CC)F)O)F)OC[C@]12CCCN2C[C@@H](C1)F)N1CCOCCC1